3-((6-amino-2-fluoro-9H-purine-9-yl)methyl)benzoic acid methyl ester COC(C1=CC(=CC=C1)CN1C2=NC(=NC(=C2N=C1)N)F)=O